C(C)C1=NN2C(C=CC=C2)=C1C(=O)O 2-ethylpyrazolo[1,5-a]pyridine-3-carboxylic acid